C(C)(=O)OCC\C=C/CCC\C=C/C\C=C\CC (Z,Z,E)-3,8,11-tetradecatrienyl acetate